(3-chloropyridyl)dichloropalladium(II) ClC=1C(=NC=CC1)[Pd-](Cl)Cl